(2S)-4-hydroxy-2,6-bis(perfluoronaphthalen-2-yl)dinaphtho[2,1-d:1',2'-f][1,3,2]dioxaphosphepine 4-oxide OP1(OC2=C(C3=C(O1)C(=CC=1C=CC=CC13)C1=C(C3=C(C(=C(C(=C3C(=C1F)F)F)F)F)F)F)C1=CC=CC=C1C=C2C2=C(C1=C(C(=C(C(=C1C(=C2F)F)F)F)F)F)F)=O